(E)-4-hydroxy-3-methylbut-2-enoic acid methyl ester COC(\C=C(\CO)/C)=O